dibutoxydiacetoxysilane Methyl-(S)-(1-(5-(2-aminopropan-2-yl)-2-methoxybenzyl)-7-((1-((tert-butyldiphenylsilyl)oxy)hexan-3-yl)amino)-1H-pyrazolo[4,3-d]pyrimidin-5-yl)carbamate CN(C(O)=O)C=1N=C(C2=C(N1)C=NN2CC2=C(C=CC(=C2)C(C)(C)N)OC)N[C@H](CCO[Si](C2=CC=CC=C2)(C2=CC=CC=C2)C(C)(C)C)CCC.C(CCC)O[Si](OC(C)=O)(OC(C)=O)OCCCC